FC1=C(C(=CC=C1)OC)C1=C(C=CC2=CC=CC=C12)OC 1-(2-fluoro-6-methoxyphenyl)-2-methoxynaphthalene